tert-Butyl 2-(4-iodo-2-(tetrahydro-2H-pyran-4-yl)-1H-imidazol-1-yl)ethylcarbamate IC=1N=C(N(C1)CCNC(OC(C)(C)C)=O)C1CCOCC1